C(C1=CC=CC=C1)NC(C[N+](CC(=O)NC1=C(SC=C1C)C(=O)OCCC)(C)C)=O 2-(benzylamino)-N,N-dimethyl-N-(2-((4-methyl-2-(propoxycarbonyl)thiophen-3-yl)amino)-2-oxoethyl)-2-oxoethan-1-aminium